CN1C=NC=C1\C(\C(\C)=N\NC(NC)=S)=N/NC(NC)=S (2E,2'E)-2,2'-(1-(1-methyl-1H-imidazol-5-yl)propane-1,2-diylidene)bis(N-methylhydrazine-1-carbothioamide)